C(#N)CC(=O)N1C[C@@H]([C@@H](CC1)C)NC1=C2C(=NC=C1C(=O)OC)NC=C2 methyl 4-(((3R,4R)-1-(2-cyanoacetyl)-4-methylpiperidin-3-yl)amino)-1H-pyrrolo[2,3-b]pyridine-5-carboxylate